C1(CCCCCC1)NC(C(C)OC1=CC2=CC(=CC=C2C=C1)B1OC(C(O1)(C)C)(C)C)=O N-Cycloheptyl-2-((7-(4,4,5,5-tetramethyl-1,3,2-dioxaborolan-2-yl)naphthalen-2-yl)oxy)propanamide